C(C)(C)(C)OC(=O)N1[C@H](CN(CC1)C=1C2=C(N=CN1)N(C=C2C2CC2)C2=CC(=CC(=C2)F)F)C(F)F (R)-4-(5-cyclopropyl-7-(3,5-difluorophenyl)-7H-pyrrolo[2,3-d]pyrimidin-4-yl)-2-(difluoromethyl)piperazine-1-carboxylic acid tert-butyl ester